(3,5-difluoro-2-methoxynaphthalen-1-yl)boronic acid FC=1C(=C(C2=CC=CC(=C2C1)F)B(O)O)OC